2-(2-cyano-3',5'-difluoro-[1,1'-biphenyl]-3-yl)-N-((1R,6S)-2,2-difluoro-6-((1-isopropylpiperidin-4-yl)oxy)cyclohexyl)acetamide C(#N)C1=C(C=CC=C1CC(=O)N[C@H]1C(CCC[C@@H]1OC1CCN(CC1)C(C)C)(F)F)C1=CC(=CC(=C1)F)F